cyclohexyl-N-ethyl-3,8-diazabicyclo[3.2.1]octane-8-carboxamide C1(CCCCC1)C12CNCC(CC1)N2C(=O)NCC